C(C)(C)(C)OC(=O)N1[C@@H](CC(C[C@@H]1C)OCCC[C@@H]1CC[C@H](CC1)NC(C(=O)OC)(C)C)C (2R,4r,6S)-tert-butyl-4-(3-((trans)-4-((1-methoxy-2-methyl-1-oxopropan-2-yl) amino) cyclohexyl) propoxy)-2,6-dimethylpiperidine-1-carboxylate